OC1=C(C=CC=C1)C=1C=C2N3CCN(C[C@@H]3CNC2=NN1)C1CCN(CC1)C1CCN(CC1)C[C@H]1CN(CCO1)C(=O)OC(C)(C)C tert-butyl (2S)-2-[[4-[4-[(10S)-4-(2-hydroxyphenyl)-1,5,6,8,12-pentazatricyclo[8.4.0.02,7]tetradeca-2,4,6-trien-12-yl]-1-piperidyl]-1-piperidyl]methyl]morpholine-4-carboxylate